3-[2-[(E,3R)-5-[4-(Benzenesulfonamido)phenyl]-3-hydroxypent-4-enoxy]phenyl]propanoic acid C1(=CC=CC=C1)S(=O)(=O)NC1=CC=C(C=C1)/C=C/[C@@H](CCOC1=C(C=CC=C1)CCC(=O)O)O